(2-((3-fluorophenyl)sulfonyl)propan-2-yl)piperidine FC=1C=C(C=CC1)S(=O)(=O)C(C)(C)N1CCCCC1